tert-butyl 4-[3-(4-formylimidazol-1-yl)cyclobutoxy]piperidine-1-carboxylate C(=O)C=1N=CN(C1)C1CC(C1)OC1CCN(CC1)C(=O)OC(C)(C)C